1-(5-(3-(4-(2-Fluorophenyl)piperazin-1-yl)-1-hydroxypropyl)indolin-1-yl)ethan-1-one FC1=C(C=CC=C1)N1CCN(CC1)CCC(O)C=1C=C2CCN(C2=CC1)C(C)=O